COC1=C(C=C2C(=NC=NC2=C1)C=1C(=NN(C1)C)C1=CC=CC=C1)N1C[C@H](CCC1)O (S)-1-(7-methoxy-4-(1-methyl-3-phenyl-1H-pyrazol-4-yl)quinazolin-6-yl)piperidin-3-ol